CC1(CCC(CC1)C1=CC=C(C=C1)NC1CCSCC1)C 4-((4-(4,4-dimethylcyclohexyl)phenyl)amino)tetrahydro-2H-thiopyran